CN(C=1C=C2C=3C=CC=CC3N(C2=CC1)COC)C 6-(Dimethylamino)-9-(methoxymethyl)-9H-carbazol